CN1CCC(CC1)=NNC(CN(S(=O)(=O)C1=CC=CC=C1)C1=CC(=CC=C1)[N+](=O)[O-])=O N-{2-[2-(1-methyl-4-piperidinylidene)-hydrazino]-2-oxoethyl}-N-(3-nitrophenyl)benzenesulfonamide